ClC1=CC=C(CC2=CN=C(S2)N)C=C1 5-(4-chlorobenzyl)thiazol-2-amine